C(CCCCCCCC)C=1[NH+]=CNC1CCCCCCCCC 4,5-dinonylimidazolium